C(CCC)OC=1N=C(C2=C(N1)C(=NN2)CC2=NC=C(C=C2)CN2CCNCC2)N 5-Butoxy-3-((5-(piperazin-1-ylmethyl)pyridin-2-yl)methyl)-1H-pyrazolo[4,3-d]pyrimidin-7-amine